C(C1=CC=CC=C1)OC(=O)N1CC(C(C12CCCC2)F)(F)F 3,3,4-trifluoro-1-azaspiro[4.4]nonane-1-carboxylic acid benzyl ester